(hexane-1,6-diyl)bis(5-oxopyrrolidine-3-carboxylic acid) C(CCCCCN1CC(CC1=O)C(=O)O)N1CC(CC1=O)C(=O)O